3-(2-(4-(4-cyano-2-morpholinophenyl)piperazin-1-yl)ethyl)-1-oxo-2-oxa-8-azaspiro[4.5]decane-8-carboxylic acid tert-butyl ester C(C)(C)(C)OC(=O)N1CCC2(CC(OC2=O)CCN2CCN(CC2)C2=C(C=C(C=C2)C#N)N2CCOCC2)CC1